[(7R)-4-(5-chloro-1,3-benzoxazol-2-yl)-7-methyl-1,4-diazepan-1-yl][5-methyl-2-(2H-1,2,3-triazol-2-yl)phenyl]methanone ClC=1C=CC2=C(N=C(O2)N2CCN([C@@H](CC2)C)C(=O)C2=C(C=CC(=C2)C)N2N=CC=N2)C1